(4-(1-(3-fluorobenzyl)-1H-benzo[d]imidazol-2-yl)piperidin-1-yl)(1-(3-fluorobenzyl)-1H-pyrazolo[3,4-b]pyridin-5-yl)methanone FC=1C=C(CN2C(=NC3=C2C=CC=C3)C3CCN(CC3)C(=O)C=3C=C2C(=NC3)N(N=C2)CC2=CC(=CC=C2)F)C=CC1